3-bromo-2,5-difluoro-6-nitroaniline BrC=1C(=C(N)C(=C(C1)F)[N+](=O)[O-])F